5-benzyl-N-(4-(5-(2-(2-methoxyethoxy)ethoxy)-2-methylphenyl)pyridin-2-yl)-4H-1,2,4-triazole-3-carboxamide C(C1=CC=CC=C1)C=1NC(=NN1)C(=O)NC1=NC=CC(=C1)C1=C(C=CC(=C1)OCCOCCOC)C